COC=1C=C2C3=C(NC2=CC1N1CCN(CC1)C(=O)OCC1=CC=CC=C1)N=CNC3=O benzyl 4-(6-methoxy-4-oxo-4,9-dihydro-3H-pyrimido[4,5-b]indol-7-yl)piperazine-1-carboxylate